[2,3,5,6-tetrafluoro-4-(methoxylmethyl)phenyl]methyl 2,2-dimethyl-3-[(1Z)-3,3,3-trifluoro-1-propen-1-yl]cyclopropanecarboxylate CC1(C(C1\C=C/C(F)(F)F)C(=O)OCC1=C(C(=C(C(=C1F)F)COC)F)F)C